CN(C)C=C1C(CC(CC1=O)C1=CC=CC=2CCCCC12)=O 2-((dimethylamino)methylene)-5-(5,6,7,8-tetrahydro-naphthalen-1-yl)cyclohexane-1,3-dione